FC([C@@H]1NCCC1)(F)F (R)-2-(trifluoromethyl)pyrrolidin